C(C)OC(=O)C=1C=2N(N=C(C1)Cl)C=CN2 6-Chloroimidazo[1,2-b]pyridazine-8-carboxylic acid ethyl ester